BrC1=NN=C(S1)OC1=CC=C(C=C1)C(C)(C)C1=CC=C(OC2CC(C2)NC(OC(C)(C)C)=O)C=C1 Tert-butyl ((1r,3r)-3-(4-(2-(4-((5-bromo-1,3,4-thiadiazol-2-yl)oxy)phenyl)propane-2-yl)phenoxy)cyclobutyl)carbamate